ClC1=CC=C2C(=C(N(C2=C1C=1C(=NN(C1C)CCOCCOC)C)CCN1CCNCC1)C(=O)OC(C)(C)C)CCCOC1=CC=CC2=CC(=CC=C12)F tert-butyl 6-chloro-3-(3-((6-fluoronaphthalen-1-yl)oxy)propyl)-7-(1-(2-(2-methoxyethoxy)ethyl)-3,5-dimethyl-1H-pyrazol-4-yl)-1-(2-(piperazin-1-yl)ethyl)-1H-indole-2-carboxylate